tert-butyl (tert-butoxycarbonyl)(7-((4-nitrophenyl)thio)heptyl)carbamate C(C)(C)(C)OC(=O)N(C(OC(C)(C)C)=O)CCCCCCCSC1=CC=C(C=C1)[N+](=O)[O-]